bis(1-(t-butyl-peroxy)-1-methylethyl)benzene Tert-butyl-8-(4-(tert-butoxycarbonyl)piperazin-1-yl)-2-cyano-7,8-dihydro-1,6-naphthyridine-6(5H)-carboxylate C(C)(C)(C)OC(=O)N1CC=2C=CC(=NC2C(C1)N1CCN(CC1)C(=O)OC(C)(C)C)C#N.C(C)(C)(C)OOC(C)(C)C1=C(C=CC=C1)C(C)(OOC(C)(C)C)C